3-hydroxybenzoic methyl ester COC(C1=CC(=CC=C1)O)=O